C(=C)C=1C=C[CH-]C1.[CH-]1C=CC=C1.[Fe+2] 4-vinylferrocene